(7S)-11-chloro-9-(2-chloro-6-fluoro-phenyl)-3,7-dimethyl-12-(trifluoromethyl)-2,4,5,8,13-pentaazatricyclo[8.4.0.02,6]tetradeca-1(10),3,5,8,11,13-hexa-ene ClC=1C=2C(=N[C@H](C3=NN=C(N3C2C=NC1C(F)(F)F)C)C)C1=C(C=CC=C1F)Cl